5-chloro-1'-{2-[4-(1-methanesulfonylcyclopropyl)phenoxy]ethyl}-1,2-dihydrospiro[indole-3,4'-piperidin]-2-one ClC=1C=C2C(=CC1)NC(C21CCN(CC1)CCOC1=CC=C(C=C1)C1(CC1)S(=O)(=O)C)=O